6-chloro-N-[5-(2,2-difluoroethyl)-4-methoxy-pyrimidin-2-yl]-1H-indole-3-sulfonamide ClC1=CC=C2C(=CNC2=C1)S(=O)(=O)NC1=NC=C(C(=N1)OC)CC(F)F